13-bromo-20-chloro-14-hydroxy-4,19-dimethoxy-16,16-dioxo-9-oxa-16λ6-thia-5,17-diazatetracyclo[16.3.1.111,15.02,7]tricosa-1(22),2(7),3,5,11,13,15(23),18,20-nonaen-10-one BrC=1C=C2C(OCC=3C=NC(=CC3C=3C=C(C(=C(NS(C(C1O)=C2)(=O)=O)C3)OC)Cl)OC)=O